8-methyl-5-(4-(N,N-dimethylsulfamoyl)phenyl)6,7,8,9-tetrahydro-1H-pyrrolo[3,2-h]-isoquinoline-2,3-dione CN1CC=2C3=C(C=C(C2CC1)C1=CC=C(C=C1)S(N(C)C)(=O)=O)C(C(N3)=O)=O